(2S)-1-[2-[(3S)-3-[(3-fluoro-5-quinolyl)amino]pyrrolidin-1-yl]acetyl]pyrrolidine-2-carbonitrile FC=1C=NC2=CC=CC(=C2C1)N[C@@H]1CN(CC1)CC(=O)N1[C@@H](CCC1)C#N